tert-butyl (3S,4S)-4-[4-amino-3-(4-phenoxyphenyl) pyrazolo[3,4-d]pyrimidin-1-yl]-3-fluoropiperidine-1-carboxylate NC1=C2C(=NC=N1)N(N=C2C2=CC=C(C=C2)OC2=CC=CC=C2)[C@@H]2[C@H](CN(CC2)C(=O)OC(C)(C)C)F